(-)-(S,Z)-ethyl 2-(2-((7-(3-(((tert-butoxycarbonyl)amino)methyl)phenyl)-2-(1-((tert-butylsulfinyl)imino)ethyl)benzofuran-5-yl)methoxy)phenyl)acetate C(C)(C)(C)OC(=O)NCC=1C=C(C=CC1)C1=CC(=CC=2C=C(OC21)\C(\C)=N/[S@@](=O)C(C)(C)C)COC2=C(C=CC=C2)CC(=O)OCC